4-(4-methyl-1,4-diazepan-1-yl)-1H-pyrrolo[2,3-b]Pyridine-3-carbonitrile CN1CCN(CCC1)C1=C2C(=NC=C1)NC=C2C#N